1-(tert-butyl) 5-methyl 7-bromoindoline-1,5-dicarboxylate BrC=1C=C(C=C2CCN(C12)C(=O)OC(C)(C)C)C(=O)OC